BrC1=CC=C(C=C1)/C=C/C(=O)C1=C(C=C(C=C1)OCC=1N=NN(C1)CCCCCC)O (E)-3-(4-Bromophenyl)-1-[4-[(1-hexyltriazol-4-yl)methoxy]-2-hydroxyphenyl]prop-2-en-1-one